C(C)C(CCCC)C=1OCCN1 2-(ethylpentyl)-2-oxazoline